C1(=CC=CC2=CC=CC=C12)CC12C(N(C3=CC=CC=C13)CC1=CC=CC3=CC=CC=C13)N(CC2)C(=O)C2=CC=C(C=C2)F (3a,8-bis(naphthalen-1-ylmethyl)-3,3a,8,8a-tetrahydropyrrolo[2,3-b]indol-1(2H)-yl)(4-fluorophenyl)methanone